ClC=1C=C2C(=C(C(N(C2=NC1C1=C(C=CC=C1OC)F)C=1C(=NC=CC1C)C(C)C)=O)[N+](=O)[O-])N1[C@H](CN(CC1)C(=O)OC(C)(C)C)CO tert-butyl (3R)-4-(6-chloro-7-(2-fluoro-6-methoxyphenyl)-1-(2-isopropyl-4-methylpyridin-3-yl)-3-nitro-2-oxo-1,2-dihydro-1,8-naphthyridin-4-yl)-3-(hydroxymethyl)piperazin-1-formate